[Cl-].NC1=CC=C(C=C1)N=NC1N(C=CN1C)C 2-[(4-aminophenyl)azo]-1,3-dimethyl-1H-imidazole chloride